ClC=1C(=C(C=C(C1)F)S(=O)(=O)NC1=C(C=C(C=C1F)I)F)C 3-chloro-N-(2,6-difluoro-4-iodo-phenyl)-5-fluoro-2-methyl-benzenesulfonamide